ethyl 5-(hydroxymethylidene)-4-oxo-3-(trifluoromethyl)-4,5,6,7-tetrahydro-1-benzofuran-2-carboxylate OC=C1CCC2=C(C(=C(O2)C(=O)OCC)C(F)(F)F)C1=O